CN1N=NC(=C1C=1C=C2C(=NC1)C1=C(N2[C@@H](C2CCOCC2)C2=CC=CC=C2)C(=C(S1)C(=O)N(C)C)C(C)C)C (S)-6-(1,4-dimethyl-1H-1,2,3-triazol-5-yl)-3-isopropyl-N,N-dimethyl-4-(phenyl-(tetrahydro-2H-pyran-4-yl)methyl)-4H-thieno[2',3':4,5]pyrrolo[3,2-b]pyridine-2-carboxamide